2-(2-((5-(3-(aminomethyl)phenyl)-2-carbamoylbenzofuran-3-yl)methoxy)phenyl)acetic acid NCC=1C=C(C=CC1)C=1C=CC2=C(C(=C(O2)C(N)=O)COC2=C(C=CC=C2)CC(=O)O)C1